CC(=O)OC1CC2CC[C@]1(C2(C)C)C (-)-borneol acetate